OC1=C(C=CC(=C1)O)C(C(C)C)=O 1-(2,4-dihydroxyphenyl)-2-methyl-1-propanone